Cl.Cl.ClC=1C=C(C=CC1C(=O)N1CCN(CC1)C([C@H](CCCN)N)=O)NC(=O)C=1N(C(=CN1)C=1C(=NN(C1)C1CC1)C(F)(F)F)C (S)-N-(3-chloro-4-(4-(2,5-diaminopentanoyl)piperazine-1-carbonyl)phenyl)-5-(1-cyclopropyl-3-(trifluoromethyl)-1H-pyrazol-4-yl)-1-methyl-1H-imidazole-2-carboxamide dihydrochloride